NC1=NC=CC=C1C1=NC=2C(=NC(=CC2)C2=CC=CC=C2)N1C1=CC=C(CN2CCN(CC2)C2=NC(=NC=C2)C#N)C=C1 4-(4-(4-(2-(2-aminopyridin-3-yl)-5-phenyl-3H-imidazo[4,5-b]pyridin-3-yl)benzyl)piperazin-1-yl)pyrimidine-2-carbonitrile